(1S,2R,3S,5R)-3-(2-(3H-imidazo[4,5-b]quinolin-6-yl)ethyl)-5-(4-amino-7H-pyrrolo[2,3-d]pyrimidin-7-yl)cyclopentane-1,2-diol N1=CNC2=NC=3C=C(C=CC3C=C21)CC[C@@H]2[C@H]([C@H]([C@@H](C2)N2C=CC1=C2N=CN=C1N)O)O